2-(furan-2-yl)-N5-(4-(2-(pyrrolidin-1-yl)ethoxy)phenethyl)-[1,2,4]triazolo[1,5-a][1,3,5]triazine-5,7-diamine O1C(=CC=C1)C1=NN2C(N=C(N=C2N)NCCC2=CC=C(C=C2)OCCN2CCCC2)=N1